phosphoric acid (methacryloyloxyethyl) ester diethyl ester C(C)OP(OCCOC(C(=C)C)=O)(OCC)=O